C(C1=CC=CC=C1)OC(=O)N1CCC(CC1)CN1C2COCC1CN(C2)C(=O)OC(C)(C)C tert-butyl 9-((1-((benzyloxy) carbonyl) piperidin-4-yl) methyl)-3-oxa-7,9-diazabicyclo[3.3.1]nonane-7-carboxylate